N-(4-ethylphenyl)-N-isobutyl-5-oxo-4-((tetrahydro-2H-pyran-4-yl)methoxy)-5,6,7,8-tetrahydronaphthalene-1-sulfonamide C(C)C1=CC=C(C=C1)N(S(=O)(=O)C1=CC=C(C=2C(CCCC12)=O)OCC1CCOCC1)CC(C)C